4,4-difluoro-N-(6-(1-methyl-1H-pyrazol-4-yl)isoquinolin-3-yl)cyclohexanecarboxamide FC1(CCC(CC1)C(=O)NC=1N=CC2=CC=C(C=C2C1)C=1C=NN(C1)C)F